C12C3CCC(C(CC1)CC2)CC3 tricyclo-[4.2.2.22,5]dodecane